ClC=1C(=NC(=NC1)N1CC(C1)C(F)F)NC1=CC=2C3=C(C(N(C2C=C1)C)=O)OCC([C@@H](N3)C3CC3)(F)F (S)-10-((5-Chloro-2-(3-(difluoromethyl)azetidin-1-yl)pyrimidin-4-yl)amino)-2-cyclopropyl-3,3-difluoro-7-methyl-1,2,3,4-tetrahydro-[1,4]oxazepino[2,3-c]chinolin-6(7H)-on